CC(COC(=O)C1C2C3C4C=CC(C3C(C1)C2)C4)C 8-(2-methylpropoxy)carbonyltetracyclo[4.4.0.12,5.17,10]dodec-3-ene